FC1=CC=C(C=C1)C(C(=O)NC1=NC=CC(=C1)C1=C(C2=NC(=CC=C2N1)F)C1=NC=CC=C1)C (-)-2-(4-fluorophenyl)-N-{4-[5-fluoro-3-(pyridin-2-yl)-1H-pyrrolo[3,2-b]pyridin-2-yl]pyridin-2-yl}propanamide